O1[C@H](COC2=C1C=CC=C2)C2=CC=C(CNCC1=CC=C(C=C1)O)C=C2 4-[({4-[(2S)-2,3-dihydro-1,4-benzodioxin-2-yl]benzyl}amino)methyl]phenol